C(CCC=CCCC)CNC1CCCCC1 N-(oct-4-en-1-ylmethyl)-cyclohexylamine